[(3R)-3-piperidyl]-5-(trifluoromethyl)pyridazin-3-amine N1C[C@H](CCC1)C1=C(N=NC=C1C(F)(F)F)N